(3R,4R)-1-[6-[(3S,4R)-1-(1,6-dimethylpyrazolo[3,4-b]pyridin-4-yl)-3-methyl-4-piperidyl]-5-methyl-3-pyridyl]-3-fluoro-piperidin-4-amine CN1N=CC=2C1=NC(=CC2N2C[C@H]([C@@H](CC2)C2=C(C=C(C=N2)N2C[C@H]([C@@H](CC2)N)F)C)C)C